O1C=CC2=C1C(=CC=C2)O[C@@H](CCNC)C2=CSC=C2 (S)-3-(benzofuran-7-yloxy)-N-methyl-3-(thiophen-3-yl)propan-1-amine